2-(3-(dibutylamino) phenoxy)ethyl acrylate C(C=C)(=O)OCCOC1=CC(=CC=C1)N(CCCC)CCCC